ClC1=C(C=C2C(=C(N(C2=C1F)C)C1=NNC(=N1)[C@H](C)N1CCOCC1)N1C=NC=C1)OC (S)-4-(1-(3-(6-chloro-7-fluoro-3-(1H-imidazol-1-yl)-5-methoxy-1-methyl-1H-indol-2-yl)-1H-1,2,4-triazol-5-yl)ethyl)morpholine